COC1=NC(=NC=N1)C=1C=CC(=C(C1)O)C=1N=NC(=CC1)OC1C[C@]2(CC[C@@](C1)(N2C)C)C 5-(4-methoxy-1,3,5-triazin-2-yl)-2-(6-(((1R,3s,5S)-1,5,8-trimethyl-8-azabicyclo[3.2.1]octan-3-yl)oxy)pyridazin-3-yl)phenol